C1(CC1)C(=O)NC1=CC(=C(N=N1)C(=O)NC([2H])([2H])[2H])NC1=C(C(=CC=C1)C1=NC=C(C=N1)C)OC 6-(cyclopropanecarboxamido)-4-((2-methoxy-3-(5-methylpyrimidin-2-yl)phenyl)amino)-N-(methyl-d3)pyridazine-3-carboxamide